4-(trimethoxysilyl)-2-butanethiol CO[Si](CCC(C)S)(OC)OC